C1(CC1)N(C(=O)NCC1=CC2=CC=CC=C2C=C1F)[C@H]1CN(CCC1)C(=O)NC1=NC=CC=C1 (R)-3-(1-cyclopropyl-3-((3-fluoronaphthalen-2-yl)methyl)ureido)-N-(pyridin-2-yl)piperidine-1-carboxamide